ClC=1C=C2C=C(NC2=CC1)CNC(N(C)[C@H]1CN(CCC1)C(C(COC)C)=O)=O 3-((5-chloro-1H-indol-2-yl)methyl)-1-((3R)-1-(3-methoxy-2-methylpropanoyl)piperidin-3-yl)-1-methylurea